N-(1-((R)-4-((3S,8S,9S,10R,13R,14S,17R)-3-hydroxy-10,13-dimethyl-2,3,4,7,8,9,10,11,12,13,14,15,16,17-tetradecahydro-1H-cyclopenta[a]phenanthren-17-yl)pentanoyl)piperidin-4-yl)acetamide O[C@H]1CC[C@@]2([C@H]3CC[C@@]4([C@H](CC[C@H]4[C@@H]3CC=C2C1)[C@@H](CCC(=O)N1CCC(CC1)NC(C)=O)C)C)C